2-chloro-N-cyclopropyl-5-(1-(2,6-dichloro-4-(perfluoropropan-2-yl)phenyl)-1H-pyrazol-4-yl)-N-(3-methoxypropyl)nicotinamide ClC1=C(C(=O)N(CCCOC)C2CC2)C=C(C=N1)C=1C=NN(C1)C1=C(C=C(C=C1Cl)C(C(F)(F)F)(C(F)(F)F)F)Cl